O[C@H]1[C@@H](O[C@@H]([C@H]1O)CO)N1C(=NC(C=C1)=O)SC\C=C(\CCC=C(C)C)/C 1-((2R,3R,4S,5R)-3,4-dihydroxy-5-(hydroxymethyl)tetrahydrofuran-2-yl)-2-(((E)-3,7-dimethylocta-2,6-dien-1-yl)-thio)-pyrimidin-4(1H)-one